N,N-dibenzyl-2-chloroaniline C(C1=CC=CC=C1)N(C1=C(C=CC=C1)Cl)CC1=CC=CC=C1